2-(4,4,5,5-tetramethyl-1,3,2-dioxaborolan-2-yl)-5-(trifluoromethyl)phenol CC1(OB(OC1(C)C)C1=C(C=C(C=C1)C(F)(F)F)O)C